[(3R,9aS)-3-hydroxy-3-[2-methyl-6-(trifluoromethyl)-3-pyridyl]-1,4,6,7,9,9a-hexahydropyrazino[2,1-c][1,4]oxazin-8-yl]-(2-chloro-3-methoxy-phenyl)methanone O[C@]1(CN2[C@H](CO1)CN(CC2)C(=O)C2=C(C(=CC=C2)OC)Cl)C=2C(=NC(=CC2)C(F)(F)F)C